COC1=CC=C(CN2CC3=CC=C(C=C3C2)C(=O)N2C(SCC2)=O)C=C1 2-(4-methoxybenzyl)-5-(2-oxoThiazolidine-3-carbonyl)isoindoline